methyl 2-(4-((tert-butoxycarbonyl) amino) bicyclo[2.2.2]oct-1-yl)-2H-indazole-6-carboxylate C(C)(C)(C)OC(=O)NC12CCC(CC1)(CC2)N2N=C1C=C(C=CC1=C2)C(=O)OC